6-Cyclohexyloxy-hexylamine C1(CCCCC1)OCCCCCCN